Cl.CN(C)CC[C@H](C(=O)O)F 4-(N,N-dimethyl)amino-2-(R)-fluorobutyrate hydrochloride